2,2'-methylenebis(4-isopropyl-6-tert-butylphenol) C(C1=C(C(=CC(=C1)C(C)C)C(C)(C)C)O)C1=C(C(=CC(=C1)C(C)C)C(C)(C)C)O